(R)-3-(8-((R)-1'-(1-(3-amino-6-(2-hydroxyphenyl)pyridazin-4-yl)-1H-pyrazol-4-yl)-3,3-difluoro-[1,4'-bipiperidin]-4-yl)-2,3-dihydro-4H-benzo[b][1,4]oxazin-4-yl)piperidine-2,6-dione NC=1N=NC(=CC1N1N=CC(=C1)N1CCC(CC1)N1CC([C@H](CC1)C1=CC=CC2=C1OCCN2[C@H]2C(NC(CC2)=O)=O)(F)F)C2=C(C=CC=C2)O